(Z)-3-(3-(3-(pentafluorosulfanyl)-5-(trifluoromethyl)phenyl)-1H-1,2,4-triazol-1-yl)-N'-(pyridin-2-yl)propenohydrazide FS(C=1C=C(C=C(C1)C(F)(F)F)C1=NN(C=N1)\C=C/C(=O)NNC1=NC=CC=C1)(F)(F)(F)F